C(C1=CC=CC=C1)OC1=NC(=CC=C1C1=CC(=NC=C1)NC(OC(C)(C)C)=O)OCC1=CC=CC=C1 tert-Butyl (2,6-bis(benzyloxy)-[3,4'-bipyridin]-2'-yl)carbamate